FC(OC1=CC2=C(NC(N2)=O)C=C1)(F)F 5-(trifluoromethoxy)-1,3-dihydro-2H-benzo[d]imidazol-2-one